2,6-dimethyloct-7-en-2-yl acetate C(C)(=O)OC(C)(CCCC(C=C)C)C